(1-(5-fluorobenzo[c]isothiazol-3-yl)piperidin-4-yl)carbamic acid tert-butyl ester C(C)(C)(C)OC(NC1CCN(CC1)C1=C2C(=NS1)C=CC(=C2)F)=O